ClC1=CC=C(C=C1)C=C1CCC(C1=O)(C)C 5-[(4-Chlorophenyl)methylene]-2,2-dimethylcyclopentanone